(R)-5-((((2'-(3-((4-(((1-acetylpiperidin-4-yl)amino)methyl)-3-fluoropyridin-2-yl)amino)-2-chlorophenyl)-3'-chloro-6-methoxy-[2,4'-bipyridin]-5-yl)methyl)amino)methyl)pyrrolidin-2-one C(C)(=O)N1CCC(CC1)NCC1=C(C(=NC=C1)NC=1C(=C(C=CC1)C1=NC=CC(=C1Cl)C1=NC(=C(C=C1)CNC[C@H]1CCC(N1)=O)OC)Cl)F